FC1=CC(=C(C=C1)N1CN(C(C2=CC=C(C=C12)C(F)(F)F)=O)C1=C(NC(C=C1)=O)C)C 1-(4-Fluoro-2-methylphenyl)-3-(2-methyl-6-oxo-1,6-dihydropyridin-3-yl)-7-(trifluoromethyl)-2,3-dihydroquinazolin-4(1H)-one